NC[C@@H]1C[C@H](C1)N1N=C(C(=C1)C1=NC=C(C=C1N1CCN(CC1)C(=O)OC(C)(C)C)F)C1CC1 tert-butyl 4-(2-(1-(trans-3-(aminomethyl)cyclobutyl)-3-cyclopropyl-1H-pyrazol-4-yl)-5-fluoropyridin-3-yl)piperazine-1-carboxylate